hexyldecanol laurate (Hexyldecyl-Laurate) C(CCCCC)C(C(=O)O)(CCCCCCCCCC)CCCCCCCCCC.C(CCCCCCCCCCC)(=O)O.C(CCCCC)C(CCCCCCCCC)O